BrCCOCN1CCN(CC1)COCCSC1=C2CN(C(C2=CC=C1)=O)C1CNCCC1 3-(4-((2-((4-((2-bromoethoxy)methyl)piperazin-1-yl)methoxy)ethyl)thio)-1-oxoisoindolin-2-yl)piperidine